CC1=C(C2=CC=CC=C2C=C1)C=C methyl-1-vinylnaphthalene